docosanoic acid (4aS,7aS,12bS)-3-(cyclopropylmethyl)-4a-hydroxy-7-methylene-2,3,4,4a,5,6,7,7a-octahydro-1H-4,12-methanobenzofuro[3,2-e]isoquinolin-9-yl ester C1(CC1)CN1C2[C@@]3(CCC([C@H]4[C@]3(CC1)C1=C(O4)C(=CC=C1C2)OC(CCCCCCCCCCCCCCCCCCCCC)=O)=C)O